CC1=C(C=C(C(=C1)C)C)B(O)O 2,4,5-trimethylphenylboronic acid